NN1C(N(C(C=C1C(F)F)=O)C=1C(=CC(=C(C(=O)OC(C(=O)O)(C)C)C1)Br)F)=O 2-({5-[3-amino-4-(difluoromethyl)-2,6-dioxo-3,6-dihydropyrimidine-1(2H)-yl]-2-bromo-4-fluorobenzoyl}oxy)-2-methylpropanoic acid